N-[1-[4-(3-bromo-2-fluoro-anilino)pyrido[3,2-d]pyrimidin-6-yl]azetidin-3-yl]prop-2-enamide BrC=1C(=C(NC=2C3=C(N=CN2)C=CC(=N3)N3CC(C3)NC(C=C)=O)C=CC1)F